ClC=1C=C(SC1)CC[C@]1(CN(CC1)C(C)(C)C=1C=CC(=NC1)C)COCC (S)-5-(2-(3-(2-(4-chlorothiophen-2-yl)ethyl)-3-(ethoxymethyl)pyrrolidin-1-yl)propan-2-yl)-2-methylpyridine